(2-ethoxy-1-methyl-2-oxoethyl)-methyl-2-naphthyl-sulfonium C(C)OC(C(C)[S+](C1=CC2=CC=CC=C2C=C1)C)=O